trans-2-phenyl-1-(5-(2-(piperidin-4-ylmethyl-amino)cyclopropyl)indolin-1-yl)ethanone C1(=CC=CC=C1)CC(=O)N1CCC2=CC(=CC=C12)[C@H]1[C@@H](C1)NCC1CCNCC1